ClC1=CC=C2N1C=NC(=C2)C(=O)OCC ethyl 7-chloropyrrolo[1,2-c]pyrimidine-3-carboxylate